C(C)(C)NC(O[C@H]1C[C@H](CC1)C1=CC(=NN1)NC1=NC=CC2=C1SC=N2)=O (1R,3S)-3-(3-(thiazolo[5,4-c]pyridin-4-ylamino)-1H-pyrazol-5-yl)cyclopentyl isopropylcarbamate